(2-chloro-3-methoxy-phenyl)-[(3S)-3-(hydroxymethyl)piperazin-1-yl]methanone ClC1=C(C=CC=C1OC)C(=O)N1C[C@H](NCC1)CO